FC1([C@@H](O[C@@H]([C@H]1O)CO)N1C=CC=2C(N)=NC=CC12)F 3,7-dideaza-2'-deoxy-2',2'-difluoroadenosine